6,6-dimethyl-5H-pyrrolo[1,2-c]imidazol-7-one CC1(C(C=2N(C=NC2)C1)=O)C